COC1=C(C=CC(=C1)\C=C\C\C=C/CC)O 2-methoxy-4-((1E,4Z)-hept-1,4-dien-1-yl)phenol